C12C(CC(C=C1)C2)CC(=O)[O-] 2-(bicyclo[2.2.1]hept-5-en-2-yl)acetate